ClCC1=NN=C(N1)C1=CC=CC=C1 3-(chloromethyl)-5-phenyl-4H-1,2,4-triazole